Cl.FC=1C=C(C=CC1)C1=CC(=CC=C1)CC1NCC2(CC2)C1NS(=O)(=O)C N-(6-((3'-fluoro-[1,1'-biphenyl]-3-yl)methyl)-5-azaspiro[2.4]heptan-7-yl)methanesulfonamide hydrochloride